(1R,5S,6r)-3-(6-((2-Amino-3-chloropyridin-4-yl)thio)pyrido[2,3-b]pyrazin-2-yl)-3-azabicyclo[3.1.1]heptan-6-amin NC1=NC=CC(=C1Cl)SC=1C=CC=2C(=NC=C(N2)N2C[C@@H]3C([C@H](C2)C3)N)N1